ClC=1N=C(SC1C(C)=O)C 1-(4-chloro-2-methyl-thiazol-5-yl)ethanone